Cl.N1C[C@H](CC1)NC=1C=2C=CC=NC2C=CC1 (S)-N-(pyrrolidin-3-yl)quinolin-5-amine hydrochloride